Ethyl 5-(((1R)-1-(2-(azidomethyl)-5-fluoro-2,3-dihydrobenzofuran-7-yl)ethyl)amino)pyrazolo[1,5-a]pyrimidine-3-carboxylate N(=[N+]=[N-])CC1OC2=C(C1)C=C(C=C2[C@@H](C)NC2=NC=1N(C=C2)N=CC1C(=O)OCC)F